CN1N=CC(=C1)C1=CC=C2C(CCOC2=C1)=O 7-(1-methyl-1H-pyrazol-4-yl)chroman-4-one